CSC=1SC(=NN1)C(F)(F)F 2-methylthio-5-trifluoromethyl-1,3,4-thiadiazole